benzylideneruthenium dichloride C(C1=CC=CC=C1)=[Ru](Cl)Cl